FC1=CC=C(C=C1)C(CC1N(CCC2=CC=C(C=C12)S(=O)(=O)N)C(C(F)(F)F)=O)C (2-(4-fluorophenyl)propyl)-2-(2,2,2-trifluoroacetyl)-1,2,3,4-tetrahydroisoquinoline-7-sulfonamide